BrC=1C=C(NC1)C(=O)N 4-bromo-1H-pyrrole-2-carboxamide